FC(OC[C@@H](C1=CC(=CC=C1)OC(F)F)NC(C[C@H](C(C)(C)C)O)=O)F (R)-N-((R)-2-(Difluoromethoxy)-1-(3-(difluoromethoxy)phenyl)ethyl)-3-hydroxy-4,4-dimethylpentanamid